1-(6-{[4-chloro-5-(trifluoromethyl)pyrimidin-2-yl]amino}-7-methyl-1,2,3,4-tetrahydroisoquinolin-2-yl)-2,2,2-trifluoroethan-1-one ClC1=NC(=NC=C1C(F)(F)F)NC=1C=C2CCN(CC2=CC1C)C(C(F)(F)F)=O